2-[1-(3-bromophenyl)cyclopropyl]-2-hydroxy-N-[(methylaminothioformyl)amino]acetamide methyl-2',4',5',6'-tetrahydro-5H-spiro[furo[3,4-d]pyrimidine-7,3'-pyran]-2-carboxylate COC(=O)C=1N=CC2=C(N1)C1(COCCC1)OC2.BrC=2C=C(C=CC2)C2(CC2)C(C(=O)NNC(=S)NC)O